NC1=NC=C(C2=C1C=NN2)NC(=O)C(=O)N(CC2=CC=C(C=C2)C(F)(F)F)C2CCC2 N-(4-Amino-1H-pyrazolo[4,3-c]pyridin-7-yl)-N'-cyclobutyl-N'-[[4-(trifluoromethyl)phenyl]methyl]oxamide